3-{4-[2,3-difluoro-4-(trifluoromethoxy)phenyl]-1H-imidazol-1-yl}bicyclo[1.1.1]pentan-1-amine FC1=C(C=CC(=C1F)OC(F)(F)F)C=1N=CN(C1)C12CC(C1)(C2)N